(2R,3S,4R,5R)-5-(6-amino-2-fluoro-9H-purin-9-yl)-2-ethyl-2-(hydroxymethyl)tetrahydrofuran-3,4-diol NC1=C2N=CN(C2=NC(=N1)F)[C@H]1[C@@H]([C@@H]([C@](O1)(CO)CC)O)O